2-nitro-4'-(trifluoromethyl)-[1,1'-biphenyl]-4-carboxylic acid [N+](=O)([O-])C1=C(C=CC(=C1)C(=O)O)C1=CC=C(C=C1)C(F)(F)F